chromenone oxygen [O].O1C(C=CC2=CC=CC=C12)=O